ClC=1C(=C2C=NNC2=C(C1F)N(C)C)C1=CC=2N(C=C1)N=C(C2)NC(=O)C2C(C2)F N-(5-(5-chloro-7-(dimethylamino)-6-fluoro-1H-indazol-4-yl)pyrazolo[1,5-a]pyridin-2-yl)-2-fluorocyclopropane-1-carboxamide